(S)-N-cyclopropyl-6-fluoro-5-(4-((2-methyl-3-oxo-3,4,5,6,7,8-hexahydroquinoxalin-6-yl)methyl)piperazin-1-yl)picolinamide C1(CC1)NC(C1=NC(=C(C=C1)N1CCN(CC1)C[C@@H]1CC=2NC(C(=NC2CC1)C)=O)F)=O